(+/-)-2-(2,6-dichlorobenzamido)-3-(3-(3-(5,6,7,8-tetrahydro-1,8-naphthyridin-2-yl)propoxy)azetidin-1-yl)propanoic acid ClC1=C(C(=O)N[C@@H](C(=O)O)CN2CC(C2)OCCCC2=NC=3NCCCC3C=C2)C(=CC=C1)Cl |r|